ClC1=NC(=CC(=C1)NC(=O)C1=CC2=C(S1)C=CC(=C2)C(C)(C)S(=O)(=O)C)OC=2SC(=CN2)C N-(2-Chloro-6-((5-methylthiazol-2-yl)oxy)pyridin-4-yl)-5-(2-(methylsulfonyl)propan-2-yl)benzo[b]thiophen-2-carboxamid